6'-(4-(3-phenyl-9H-carbazol-9-yl)phenyl)-[1,1':2',1''-terphenyl]-3'-carbonitrile C1(=CC=CC=C1)C=1C=CC=2N(C3=CC=CC=C3C2C1)C1=CC=C(C=C1)C1=CC=C(C(=C1C1=CC=CC=C1)C1=CC=CC=C1)C#N